N6-formyl-adenosine Methyl-(2-amino-2-methylpropyl)(1-(3-chlorophenyl)cyclopropyl)carbamate CC1C(C1)(C1=CC(=CC=C1)Cl)N(C(=O)OC[C@@H]1[C@H]([C@H]([C@@H](O1)N1C=NC=2C(NC=O)=NC=NC12)O)O)CC(C)(C)N